CC(C)(C1=CC=C(C=C1)N=NC1=CC=CC=C1)NC(O)=O.C1(=CC=CC=C1)C1(N(C1)CCCC1=CC=CC=C1)C1=CC=CC=C1 2,2-Diphenyl-1-(3-phenylpropyl)aziridine 1-methyl-1-(p-phenylazophenyl)ethyl-carbamate